(7-(6-(3-(dimethylamino)azetidin-1-yl)-5'-fluoro-[2,3'-bipyridin]-4-yl)pyrazolo[1,5-a]pyridin-3-yl)(piperidin-1-yl)methanone CN(C1CN(C1)C1=CC(=CC(=N1)C=1C=NC=C(C1)F)C1=CC=CC=2N1N=CC2C(=O)N2CCCCC2)C